ClC=1C=CC(=C(C(=O)NC2=C(C=NC=C2)Cl)C1)O 5-chloro-N-(3-chloropyridin-4-yl)-2-hydroxybenzamide